ClC=1C=C(C=CC1)[C@@H]1[C@H](C1)C(=O)NC1=NC=CC(=C1)NCC=1N=C2N(C=C(C=C2CCC(=O)OC)C2CC2)C1 methyl 3-(2-(((2-((1S,2S)-2-(3-chloro phenyl)cyclopropane-1-carboxamido) pyridin-4-yl)amino)methyl)-6-cyclopropylimidazo[1,2-a]pyridin-8-yl)propanoate